FC(C1=C(C[C@@H](N)C(=O)O)C=CC=C1)(F)F 2-(Trifluoromethyl)-D-phenylalanine